7-chloro-3-methylimidazo[1,5-a]pyridine-1-carboxylic acid chloride ClC1=CC=2N(C=C1)C(=NC2C(=O)Cl)C